3-(4,4-difluoro-3,4-dihydro-3,3-dimethylisoquinolin-1-yl)quinolone FC1(C(N=C(C2=CC=CC=C12)C=1C(NC2=CC=CC=C2C1)=O)(C)C)F